butyl 4-(benzylamino)piperidine-1-carboxylate C(C1=CC=CC=C1)NC1CCN(CC1)C(=O)OCCCC